5-(4-chloro-2-fluorophenyl)-2,3-dimethyl-7-(2-(4-methyl-1,3-thiazol-2-yl)-4-morpholinyl)pyrido[4,3-d]pyrimidin-4(3H)-one ClC1=CC(=C(C=C1)C1=NC(=CC=2N=C(N(C(C21)=O)C)C)N2CC(OCC2)C=2SC=C(N2)C)F